CN1N=C(C=C1S(=O)(=O)N1CC2(CC3=C(C=C2CC1)N(N=C3)C3=CC=C(C=C3)F)C(=O)C=3SC(=CN3)C)C 6-((1,3-dimethyl-1H-pyrazol-5-yl)sulfonyl)-1-(4-fluorophenyl)-4,4a,5,6,7,8-hexahydro-1H-pyrazolo[3,4-g]isoquinolin-4a-yl(5-methylthiazol-2-yl)methanone